3,5-dihydroxy-2,4-di-[(3''R-4''S-4'''S)-p-menthenyl]-trans-stilbene OC=1C(=C(C=C(C1C1C=C(CCC1C(C)C)C)O)\C=C\C1=CC=CC=C1)C1C=C(CCC1C(C)C)C